(6-chloropyridin-2-yl)(3-(2'-cyclopropyl-3-(hydroxymethyl)biphenyl-4-yl)pyrrolidin-1-yl)methanone ClC1=CC=CC(=N1)C(=O)N1CC(CC1)C1=C(C=C(C=C1)C1=C(C=CC=C1)C1CC1)CO